FC1=CC2=C(N(C(=N2)C=2C(=NON2)N)CC=2C=NC=CC2)C=C1 4-[5-fluoro-1-(pyridin-3-ylmethyl)benzoimidazol-2-yl]-1,2,5-oxadiazol-3-amine